Boronin B1C=CC=CC=CC=C1